1-(2-fluoro-6-(trifluoromethyl)pyridin-3-yl)-N-methyl-methylamine FC1=NC(=CC=C1CNC)C(F)(F)F